FC1=NN(C=C1C1=CC(=C(C(=O)N)C=C1)OC)C1=CC(=CC=C1)NC(C#CCC)=O 4-(3-fluoro-1-(3-(pent-2-ynamido)phenyl)-1H-pyrazol-4-yl)-2-methoxybenzamide